N,N'-hexamethylenedipropionamide C(CC)(=O)NCCCCCCNC(CC)=O